2H-1-benzothiophen-2-ide S1[CH-]CC2=C1C=CC=C2